[6-(3-Amino-azetidin-1-yl)-2-ethyl-imidazo[1,2-a]pyridin-3-yl]-[4-(4-fluoro-phenyl)-thiazol-2-yl]-methyl-amine NC1CN(C1)C=1C=CC=2N(C1)C(=C(N2)CC)N(C)C=2SC=C(N2)C2=CC=C(C=C2)F